COC1=C(CN2C[C@H](CCC2)C(=O)O)C(=CC(=C1)OCC=1C(=C(C=CC1)C1=CC=CC=C1)C)OC (S)-1-(2,6-dimethoxy-4-((2-methyl-[1,1'-biphenyl]-3-yl)methoxy)benzyl)piperidine-3-carboxylic acid